(2R,3R,4R,5R,6S)-5-acetamido-2-(acetoxymethyl)-6-(quinolin-8-yloxy)tetrahydro-2H-pyran-3,4-diyl diacetate C(C)(=O)O[C@H]1[C@H](O[C@H]([C@@H]([C@H]1OC(C)=O)NC(C)=O)OC=1C=CC=C2C=CC=NC12)COC(C)=O